C1(CC1)C1=C(C=C(C(=O)O)C=C1)S(NC1=C(C=CC(=C1)C=1C=NOC1C)N1C=CC=C1)(=O)=O 4-cyclopropyl-3-(N-(5-(5-methylisoxazol-4-yl)-2-(pyrrol-1-yl)phenyl)sulfamoyl)benzoic acid